FC(CCC(F)(F)F)(F)F 1,2-bis(trifluoromethyl)ethan